6-[[1-oxo-3-(2-pyridyldithio)propyl]amino]-hexanoic acid, 2,5-dioxo-1-pyrrolidinyl ester O=C(CCSSC1=NC=CC=C1)NCCCCCC(=O)ON1C(CCC1=O)=O